7-((2-fluorophenyl)(morpholino)methyl)-2-methylquinolin-8-ol FC1=C(C=CC=C1)C(C1=CC=C2C=CC(=NC2=C1O)C)N1CCOCC1